3-aminopropyl(methyl)phosphinic acid NCCCP(O)(=O)C